(3R)-3-amino-5-[(4-chlorophenyl)methyl]-8-fluoro-7-[5-(6-fluoro-2-methyl-3-pyridyl)-1,2,4-oxadiazol-3-yl]-1,1-dioxo-2,3-dihydro-1lambda6,5-benzothiazepin-4-one N[C@H]1CS(C2=C(N(C1=O)CC1=CC=C(C=C1)Cl)C=C(C(=C2)F)C2=NOC(=N2)C=2C(=NC(=CC2)F)C)(=O)=O